(S)-4-(3-(3-oxo-5-phenyl-6,7-dihydro-3H-pyrrolo[2,1-c][1,2,4]triazol-2(5H)-yl)cyclobutyl)pyrazolo[1,5-a]pyridine-7-carbonitrile O=C1N2C(=NN1C1CC(C1)C=1C=3N(C(=CC1)C#N)N=CC3)CC[C@H]2C2=CC=CC=C2